C1(=C(C=CC=C1)C1=C2C3=C(C(=C(C4(C3=CC2=CC=C1)C=CC=C1C2=CC=CC=C2C=C14)N(C1=C(C=CC=C1)C1=CC=CC=4SC2=C(C41)C=CC=C2)C2=CC=CC4=CC=CC=C24)C=2C4(C1=CC3=CC=CC=C3C1=CC2)C=CC=C2C1=CC=CC=C1C=C24)C2=C(C=CC=C2)C2=CC=CC=4SC1=C(C42)C=CC=C1)C=1C(=CC=CC1)C1=CC=CC=C1 (terphenylyl)(dibenzothiophenylphenyl)(spirobifluorenyl)(naphthyl)(dibenzothiophenylphenyl)(spirobifluorenyl)amine